(S)-N-(2-methoxyethyl)-5-(3-(2-methyl-5-((5-(trifluoromethyl)pyridin-3-yl)carbamoyl)phenyl)pyrrolidin-1-yl)nicotinamide COCCNC(C1=CN=CC(=C1)N1C[C@@H](CC1)C1=C(C=CC(=C1)C(NC=1C=NC=C(C1)C(F)(F)F)=O)C)=O